5-chloro-3-iodo-1-methyl-1H-pyrazole-4-carbaldehyde ClC1=C(C(=NN1C)I)C=O